2,3-diphenylquinoxaline-6-carboxylic acid C1(=CC=CC=C1)C1=NC2=CC=C(C=C2N=C1C1=CC=CC=C1)C(=O)O